ClC1=CC2=C(N(C(N=C2N2[C@H](CN(CC2)C(C=C)=O)C)=O)C2=C(C=CC=C2C(C)C)N(C)C)N=C1C1=C(C=CC=C1)F 6-chloro-1-(2-(dimethyl-amino)-6-(2-propanyl)phenyl)-7-(2-fluorophenyl)-4-((2S)-2-methyl-4-(2-propenoyl)-1-piperazinyl)pyrido[2,3-d]pyrimidin-2(1H)-one